2-(2-naphthylmethyl)benzyl-amine C1=C(C=CC2=CC=CC=C12)CC1=C(CN)C=CC=C1